CN([C@H]1[C@@H](CCCC1)N(C)C)C trans-N,N,N',N'-tetramethylcyclohexane-1,2-diamine